((2-(2-oxa-6-azaspiro[3.3]hept-6-yl)-8-azaspiro[4.5]dec-8-yl)sulfonyl)-2-methylbenzonitrile C1OCC12CN(C2)C2CC1(CC2)CCN(CC1)S(=O)(=O)C=1C(=C(C#N)C=CC1)C